S1(=O)(=O)OC(=CO1)F fluorovinylene sulfate